C(C)(C)(C)NC(N[C@@H](C(=O)N[C@@H](CCCC1=CC=CC=C1)B1OC(C(O1)(C)C)(C)C)CC(=O)N1CCOCC1)=O (R)-2-(3-(tert-butyl)ureido)-4-morpholino-4-oxo-N-((R)-4-phenyl-1-(4,4,5,5-tetramethyl-1,3,2-dioxaborolan-2-yl)butyl)butanamide